C1(CC1)C=1C(=CC=2N(N1)C(=CN2)C2=C(C=C(C(=N2)N[C@H]2CN(CCC2)C(=O)OC(C)(C)C)F)F)OC tert-butyl (R)-3-((6-(6-cyclopropyl-7-methoxyimidazo[1,2-b]pyridazin-3-yl)-3,5-difluoropyridin-2-yl)amino)piperidine-1-carboxylate